C(#N)C1=C(C(=CC(=C1)C1=NC=C(C=C1)F)OC)N=CN(C)C N'-(2-cyano-4-(5-fluoropyridin-2-yl)-6-methoxyphenyl)-N,N-dimethylformimidamide